C1(CC1)C=1N=C2N(C3=CC(=NC=C3C=C2C=2C=NC(=CC2C)[C@H](CC)O)NC(=O)[C@@H]2C(C2)(F)F)C1 (R)-N-(2-cyclopropyl-4-(6-((S)-1-hydroxypropyl)-4-methylpyridin-3-yl)imidazo[1,2-a][1,6]naphthyridin-8-yl)-2,2-difluorocyclopropane-1-carboxamide